bis(beta-hydroxyethyl)-gamma-aminopropyl-triethoxysilane tert-butyl-2-(2-(2-(prop-2-yn-1-yloxy)ethoxy)ethoxy)acetate C(C)(C)(C)OC(COCCOCCOCC#C)=O.OCCC(C)(O[Si](OCC)(OCC)CCCN)CCO